(S)-2-(1-(Biphenyl-2-yl)pyrrolidin-3-yloxy)-5-(trifluoromethyl)pyridine C1(=C(C=CC=C1)N1C[C@H](CC1)OC1=NC=C(C=C1)C(F)(F)F)C1=CC=CC=C1